C(=O)C1(CCC1)[C@@H](C(=O)OC)NC1=CC=C(C=C1)OC methyl (S)-2-(1-formylcyclobutyl)-2-((4-methoxyphenyl)amino)acetate